C(=O)(OC(C)(C)C)N[C@@H](C(C)(C)C)C(=O)O N-Boc-L-tertiary leucine